2-[4-(difluoromethoxy)-3-(2-oxoethyl)phenyl]acetic acid FC(OC1=C(C=C(C=C1)CC(=O)O)CC=O)F